NC1=C(C(C(O1)C1=CC(=C(C(=O)OC)C=C1)F)=O)OS(=O)(=O)C([2H])([2H])C1=C(C(=C(C(=C1[2H])[2H])[2H])[2H])[2H] methyl 4-(5-amino-3-oxo-4-((((phenyl-d5)methyl-d2)sulfonyl)oxy)-2,3-dihydrofuran-2-yl)-2-fluorobenzoate